ClC1=C(C(=C(NC2=NC=NC3=CC=C(C=C23)[C@@H]2CN(CC2)C(=O)OC(C)(C)C)C=C1)F)C#C tert-butyl (3R)-3-[4-(4-chloro-3-ethynyl-2-fluoro-anilino)quinazolin-6-yl]pyrrolidine-1-carboxylate